dioctyl sulfosuccinate S(=O)(=O)(O)C(C(=O)OCCCCCCCC)CC(=O)OCCCCCCCC